C(C)OC=1C=C(C=C(C1)C=O)CC#N 2-(3-Ethoxy-5-formylphenyl)acetonitrile